NC(C(=O)O)CC1=NCSC1 2-amino-3-(2,5-dihydro-1,3-thiazol-4-yl)propanoic acid